1-((3-(4-Cyano-3-(trifluoromethyl)phenyl)-2-(trifluoromethyl)oxazolidin-5-yl)methyl)piperidin-4-carbonitril C(#N)C1=C(C=C(C=C1)N1C(OC(C1)CN1CCC(CC1)C#N)C(F)(F)F)C(F)(F)F